(2r,3s)-butyl 2-(benzamidomethyl)-3-hydroxy-3-phenylpropionate C(C1=CC=CC=C1)(=O)NC[C@@H](C(=O)OCCCC)[C@@H](C1=CC=CC=C1)O